FC1=C(CNS(=O)(=O)C2=CC=CC=C2)C=CC(=C1C=1NC(C=C(N1)C1=NC=C(C=C1)C(F)(F)F)=O)C(F)(F)F N-(2-fluoro-3-{6-oxo-4-[5-(trifluoromethyl)pyridin-2-yl]-1,6-dihydropyrimidin-2-yl}-4-(Trifluoromethyl)benzyl)benzenesulfonamide